FC(C=1C(=CC(=C(C1)N=CN(C)CC)C)OCCC[Si](C)(C)C)F N'-(5-difluoromethyl-2-methyl-4-(3-trimethylsilylpropoxy)-phenyl)-N-ethyl-N-methylformamidine